3-((3-(ethoxymethyl)-3-(4-methylphenethyl)pyrrolidin-1-yl)methyl)pyridine C(C)OCC1(CN(CC1)CC=1C=NC=CC1)CCC1=CC=C(C=C1)C